1-(3-methoxybenzyl)-3-hydroxy-4-(piperidin-1-ylmethyl)pyridin-2(1H)-one COC=1C=C(CN2C(C(=C(C=C2)CN2CCCCC2)O)=O)C=CC1